N1=C(C=CC=C1C1=C(C=CC=C1)C=1C(=C(C=C(C1)C(C)(C)C)C12CC3CC(CC(C1)C3)C2)[O-])C2=C(C=CC=C2)C=2C(=C(C=C(C2)C(C)(C)C)C23CC1CC(CC(C2)C1)C3)[O-].Cl[Zr+2]Cl dichlorozirconium [2',2'''-(pyridine-2,6-diyl)bis(3-((3r,5r,7r)-adamantan-1-yl)-5-(tert-butyl)-[1,1'-biphenyl]-2-olate)]